C(CCC(=O)O)(=O)O.ClC1=CC(=C(C=C1)NC=NCCO)C.ClC1=CC(=C(C=C1)NC=NCCO)C N-(4-chloro-2-methylphenyl)-N'-(2-hydroxyethyl)formamidine hemisuccinate